1-(4-(4-amino-7-(1-methyl-1H-pyrazol-3-yl)pyrrolo[2,1-F][1,2,4]triazin-5-yl)-2-methoxybenzyl)pyrrolidin-2-one NC1=NC=NN2C1=C(C=C2C2=NN(C=C2)C)C2=CC(=C(CN1C(CCC1)=O)C=C2)OC